[Sm].[Ag] silver-samarium